tert-butyl {4-[(5-aminopyridin-2-yl)oxy]-3-fluorophenyl}methylcarbamate NC=1C=CC(=NC1)OC1=C(C=C(C=C1)CNC(OC(C)(C)C)=O)F